Fmoc-5-Aminovaleric acid C1=CC=C2C(=C1)C(C3=CC=CC=C32)COC(=O)NCCCCC(=O)O